NC=1C=C(C=CC1)N=S(=O)(C)C ((3-aminophenyl)-imino)dimethyl-λ6-sulfanone